1-acetyl-N-((S)-1-(4-((4-cyclopropyl-1,5-naphthyridin-3-yl)amino)phenyl)-2,2,2-trifluoroethyl)-N-methylpiperidine-3-carboxamide C(C)(=O)N1CC(CCC1)C(=O)N(C)[C@H](C(F)(F)F)C1=CC=C(C=C1)NC=1C=NC2=CC=CN=C2C1C1CC1